CC=1C=C2C(=NC1C)N(C=C2)S(=O)(=O)C2=CC=C(C)C=C2 5,6-dimethyl-1-tosyl-1H-pyrrolo[2,3-b]pyridine